C1(CC2C(CC1)O2)CCC[Si](OC)(OC)C 3-(3,4-Epoxycyclohexyl)propylmethyldimethoxysilane